5-[2,5-difluoro-4-(1H-pyrazol-4-yl)phenyl]pyrazin-2-yl-pyrrolidin-3-amine dihydrochloride Cl.Cl.FC1=C(C=C(C(=C1)C=1C=NNC1)F)C=1N=CC(=NC1)N1CC(CC1)N